CC1(NN(C(=C1)C(=O)N)C(C)C1=CC=CC=C1)C(=O)N 3-methyl-1-(1-phenylethyl)-1H-pyrazole-3,5-dicarboxamide